(1R,3aR,6aS)-N-((S)-1-cyano-2-((R)-2-oxopyrrolidin-3-yl)ethyl)-4,4-difluoro-2-(9-hydroxy-9H-fluorene-9-carbonyl)octahydrocyclopenta[c]pyrrole-1-carboxamide C(#N)[C@H](C[C@@H]1C(NCC1)=O)NC(=O)[C@@H]1N(C[C@H]2[C@@H]1CCC2(F)F)C(=O)C2(C1=CC=CC=C1C=1C=CC=CC21)O